CONC1=CC=C(C(=C1)[N+](=O)[O-])F methoxy-4-fluoro-5-nitroaniline